ClC=1C(=C2C(=C(NC2=C(C1)C(=O)N)C)C)C1=CC(=CC=C1)NS(=O)(=O)C=CC 5-chloro-2,3-dimethyl-4-(3-(N-methylvinylsulfonylamino)phenyl)-1H-indole-7-carboxamide